CC1=NN=C(O1)C1=CC=CC(=N1)O 6-(5-Methyl-[1,3,4]oxadiazol-2-yl)-pyridin-2-ol